tert-butyl 9-(4-((2,6-dioxopiperidin-3-yl)amino)-3-fluorophenyl)-3,9-diazaspiro[5.5]undecane-3-carboxylate O=C1NC(CCC1NC1=C(C=C(C=C1)N1CCC2(CCN(CC2)C(=O)OC(C)(C)C)CC1)F)=O